ClC1=C(C=NC2=C(C(=CC=C12)F)C1=CC(=CC(=C1)Cl)Cl)C(=O)Cl 4-chloro-8-(3,5-dichlorophenyl)-7-fluoroquinoline-3-carbonyl chloride